CC=1SC=C(C1C1=CC=NC2=CC(=CC=C12)O[C@@H](C(=O)N1C[C@H](CCC1)CC(=O)O)C)C 2-[(3R)-1-[(2R)-2-[[4-(2,4-dimethyl-3-thienyl)-7-quinolyl]oxy]propanoyl]-3-piperidyl]acetic acid